C(C)(C)(C)OC(=O)N1CCC(CC1)C(C(OC(C(OC)=O)C(C1=CC=C(C=C1)OC1=CC=CC=C1)=O)=O)CCO[Si](C(C)(C)C)(C)C 4-(11,11,12,12-tetramethyl-3,6-dioxo-4-(4-phenoxybenzoyl)-2,5,10-trioxa-11-silatridecan-7-yl)piperidine-1-carboxylic acid tert-butyl ester